N=1ON=C2C1C=CC(=C2)COC2=C(CN[C@H](C(=O)O)C1=CC=CC=C1)C=C(C(=C2)OCC=2C(=C(C=CC2)C2=CC=CC=C2)Br)Cl (S)-2-((2-(benzo[c][1,2,5]oxadiazol-5-ylmethoxy)-4-((2-bromo-[1,1'-biphenyl]-3-yl)methoxy)-5-chlorobenzyl)amino)-2-phenylacetic acid